ClC1=CC(=C(COC2=C(C=C3CCN(CC3=C2)C(=O)OC(C)(C)C)C#N)C=C1)F tert-butyl 7-((4-chloro-2-fluorobenzyl) oxy)-6-cyano-3,4-dihydroisoquinoline-2(1H)-carboxylate